3-bromo-5-fluoro-N,N-dimethylbenzenesulfonamide BrC=1C=C(C=C(C1)F)S(=O)(=O)N(C)C